NC=1C2=C(N=CN1)N(C1=C2C=2C([C@@H](CC1)O)=C(ON2)C2CC2)C2CCCC2 (R)-11-amino-7-cyclopentyl-3-cyclopropyl-4,5,6,7-tetrahydroisoxazolo[4'',3'':6',7']cyclohepta[1',2':4,5]pyrrolo[2,3-d]pyrimidin-4-ol